2-(5-methoxy-3-(pyridin-2-ylmethyl)-1H-indol-1-yl)-N,N-dimethylethan-1-amine COC=1C=C2C(=CN(C2=CC1)CCN(C)C)CC1=NC=CC=C1